tert-butyl 6-cyano-1,4-dimethyl-3,4-dihydropyrrolo[1,2-a]pyrazine-2(1H)-carboxylate C(#N)C1=CC=C2N1C(CN(C2C)C(=O)OC(C)(C)C)C